2-((3-(4-((5-(methylamino)pyridin-2-yl)oxy)phenyl)-1,2,4-oxadiazol-5-yl)methyl)acrylic acid CNC=1C=CC(=NC1)OC1=CC=C(C=C1)C1=NOC(=N1)CC(C(=O)O)=C